C(=C)C(=CC(=O)[O-])C=C Divinylacrylat